ClC(C(C(C(F)(F)Cl)(F)F)(F)F)(F)F 1,4-dichloro-1,1,2,2,3,3,4,4-octafluorobutane